BrC1=C(C(=O)[O-])C=CC=C1.C(CCC)[NH3+] n-butylammonium bromobenzoate